FC(C=1C(=C(C=CC1)[C@@H](C)NC1=NC=2N(C3=CC(=C(C=C13)O)OC)C=CN2)F)F (R)-5-((1-(3-(difluoromethyl)-2-fluorophenyl)ethyl)amino)-8-methoxyimidazo[1,2-a]quinazolin-7-ol